bis-(4-hydroxy-3,5-dichlorophenyl) ketone OC1=C(C=C(C=C1Cl)C(=O)C1=CC(=C(C(=C1)Cl)O)Cl)Cl